C1(=CC=CC=C1)N1C2=CC=CC=C2OC=2C=CC=CC12 10-Phenyl-10H-phenoxazine